FC1=C(\C=N\NC(=O)OC(C)(C)C)C=C(C=C1)F (E)-tert-Butyl 2-(2,5-difluorobenzylidene)hydrazinecarboxylate